ClC=1C=NN2C=3C=C(N=CC3NC(NC12)C1=C(C=CC=C1F)F)N1C[C@@H](O[C@H](C1)C)C (2S,6S)-4-[5-chloro-8-(2,6-difluorophenyl)-2,3,7,9,12-pentazatricyclo[8.4.0.02,6]tetradeca-1(10),3,5,11,13-pentaen-13-yl]-2,6-dimethyl-morpholine